CCC(COC(=O)CCN1CC1C)(COC(=O)CCN2CC2C)COC(=O)CCN3CC3C Trimethylolpropane tris[3-(2-methylaziridin-1-yl)propionate]